C1(=CC=CC=2C3=CC=CC=C3NC12)C1=CC=C(C=C1)B(O)O 4-(9H-carbazolyl)phenylboronic acid